6-((2-((3S)-3-(Methylamino)-1-piperidinyl)-5-(trifluoromethyl)-1H-benzimidazol-1-yl)methyl)-3-pyridincarbonitril CN[C@@H]1CN(CCC1)C1=NC2=C(N1CC1=CC=C(C=N1)C#N)C=CC(=C2)C(F)(F)F